1-{3-methoxy-4-{[3-methyl-4-(2,2,2-trifluoroethoxy)pyridin-2-yl]methoxy}benzyl}-3-(4-ethoxybenzyl)urea COC=1C=C(CNC(=O)NCC2=CC=C(C=C2)OCC)C=CC1OCC1=NC=CC(=C1C)OCC(F)(F)F